tert-Butyl 4-[(1S)-1-aminoethyl]-4-methylpiperidine-1-carboxylate N[C@@H](C)C1(CCN(CC1)C(=O)OC(C)(C)C)C